P(=O)(OCOC1=CC(=C2C(C(=COC2=C1)C1=CC=C(C=C1)O)=O)O)(O)O ((5-hydroxy-3-(4-hydroxyphenyl)-4-oxo-4H-chromen-7-yl)oxy)-methyl dihydrogen phosphate